N-octadecyl-2-ethyl-3-(2-propen-1-yloxy)-pyridin-4-one C(CCCCCCCCCCCCCCCCC)N1C(=C(C(C=C1)=O)OCC=C)CC